1-(3-fluorobicyclo[1.1.1]pentan-1-yl)-N-((2-((4-(5-(3,3,4,4-tetrafluoropyrrolidin-1-yl)pyridin-3-yl)-1H-1,2,3-triazol-1-yl)methyl)imidazo[1,2-a]pyridin-6-yl)methyl)methylamine FC12CC(C1)(C2)CNCC=2C=CC=1N(C2)C=C(N1)CN1N=NC(=C1)C=1C=NC=C(C1)N1CC(C(C1)(F)F)(F)F